NC1=NC=2C3=C(CCC2C=N1)C(=NN3C)C(=O)NC 8-amino-N,1-dimethyl-4,5-dihydro-1H-pyrazolo[4,3-h]quinazoline-3-carboxamide